C[C@@]1(C2(CC2)CCN(C1)C)CO (S)-(4,6-Dimethyl-6-azaspiro[2.5]oct-4-yl)methanol